C1(=CC=C(C=C1)C=1C2=CN(N=C2C=CC1)CCC=1C=C(C(=O)O)C=CC1)C=1CCCCC1 3-(2-(4-(2',3',4',5'-tetrahydro-[1,1'-biphenyl]-4-yl)-2H-indazol-2-yl)ethyl)benzoic acid